2,3-dichloro-4-pyridineboronic acid pinacol ester ClC1=NC=CC(=C1Cl)B1OC(C)(C)C(C)(C)O1